1H-benzoimidazol-2-one N1C(NC2=C1C=CC=C2)=O